CN1C2CC(CC1CC2)CC(CO)(C2=CC=CC=C2)C2=CC=CC=C2 3-((endo)-8-methyl-8-azabicyclo[3.2.1]oct-3-yl)-2,2-diphenyl-propan-1-ol